(R)-8-acryloyl-4-chloro-3-(2-fluorophenyl)-1-((2S,3R)-2,3,4-trimethylpiperazin-1-yl)-6,6a,7,8,9,10-hexahydro-12H-pyrazino[2,1-c]pyrido[3,4-f][1,4]oxazepin-12-one C(C=C)(=O)N1C[C@@H]2COC3=C(C(N2CC1)=O)C(=NC(=C3Cl)C3=C(C=CC=C3)F)N3[C@H]([C@H](N(CC3)C)C)C